6-(6-(2,5-Difluorophenyl)-6-(1-methyl-2-oxo-1,2-dihydropyridin-3-yl)hex-1,3-diyn-1-yl)-2-((2-(dimethylamino)ethyl)(methyl)amino)pyrimidine-4-carboxamide FC1=C(C=C(C=C1)F)C(CC#CC#CC1=CC(=NC(=N1)N(C)CCN(C)C)C(=O)N)C=1C(N(C=CC1)C)=O